NC1=CC=C(C=C1)CCCB1OC(C)(C)C(C)(C)O1 3-(4-aminophenyl)propylboronic acid pinacol ester